[Si](C1=CC=CC=C1)(C1=CC=CC=C1)(C(C)(C)C)OC1CC2C(C2C1)C1=CC(=NN1C(C)C)NC(OCC1=CC=CC=C1)=O benzyl (5-(3-((tert-butyldiphenylsilyl)oxy)bicyclo[3.1.0]hexan-6-yl)-1-isopropyl-1H-pyrazol-3-yl)carbamate